3-(N-(tert-butyl)sulfamoyl)-4-((tetrahydro-2H-pyran-4-yl)methoxy)benzenesulfonyl chloride C(C)(C)(C)NS(=O)(=O)C=1C=C(C=CC1OCC1CCOCC1)S(=O)(=O)Cl